O1C(=CC2=C1C=CC=C2)C(=O)N 1-benzofuran-2-carboxamid